3-fluorobutanoate FC(CC(=O)[O-])C